CC1=NNC(=C1C1=CC=CC=2C=C3N(C12)CCCN(C3=O)C3=CC=CC=C3)C 7-(3,5-dimethyl-1H-pyrazol-4-yl)-2-phenyl-2,3,4,5-tetrahydro-1H-[1,4]diazepino[1,2-a]indol-1-one